CN([C@H]1CN(CC1)C(=O)OC(C)(C)C)C=1C=NC2=NC(=CC=C2C1)OS(=O)(=O)C(F)(F)F tert-butyl (3R)-3-{methyl[7-(trifluoromethanesulfonyloxy)-1,8-naphthyridin-3-yl]amino}pyrrolidine-1-carboxylate